C(C)(=O)O.ClC1=C(C=NNC(N)=N)C=CC(=C1)Cl 2-(2,4-Dichlorobenzylidene)hydrazinecarboximidamide acetate salt